P(F)(Cl)(Cl)(Cl)Cl Phosphorus tetrachloride monofluoride